C1(CC1)C(C(C(=O)NC1=NC=C(C=C1OC)C=1C(=NNC1C)C)NC(=O)C=1N(N=CC1)CC)C1CC1 N-[1-(dicyclopropylmethyl)-2-[[5-(3,5-dimethyl-1H-pyrazol-4-yl)-3-methoxy-2-pyridyl]amino]-2-oxo-ethyl]-2-ethyl-pyrazole-3-carboxamide